(3-endo)-3-(2,2-di-2-thienylethenyl)-8,8-dimethyl-8-azoniabicyclo[3.2.1]octane iodide [I-].S1C(=CC=C1)C(=CC1CC2CCC(C1)[N+]2(C)C)C=2SC=CC2